3-methylsulfonylamino-1,1'-biphenyl CS(=O)(=O)NC=1C=C(C=CC1)C1=CC=CC=C1